C(CCC)N1C(C(=C(C=C1)C=1C=C2C=CN(C2=CC1)C1CCC(CC1)(C)O)Cl)=O trans-1-Butyl-3-chloro-4-[1-(4-hydroxy-4-methyl-cyclohexyl)-1H-indol-5-yl]-1H-pyridin-2-one